C(C)(C=1OCC(N1)C)C=1OCC(N1)C 2,2'-ethylidene-bis(4-methyl-2-oxazoline)